C1(=CC=CC=C1)C1=NC(=NC(=N1)C1=CC=CC=C1)C=1C=C(C(=C(C1)C1=CC=C(C=C1)N1C2=CC=C(C=C2C=2C=C(C=CC12)C)C)C1=NC=CC=C1)C1=CC=C(C=C1)N1C2=CC=C(C=C2C=2C=C(C=CC12)C)C 9,9'-(5'-(4,6-diphenyl-1,3,5-triazin-2-yl)-2'-(pyridin-2-yl)-[1,1':3',1''-terphenyl]-4,4''-diyl)bis(3,6-dimethyl-9H-carbazole)